[C@@H]12CNC[C@H]2C1COC1=NC2=CC(=CC=C2N=C1)OC1=C(C(=CC=C1F)NS(N(C)CC)(=O)=O)C#N 2-[[(1S,5R)-3-azabicyclo[3.1.0]hexan-6-yl]methoxy]-7-[2-cyano-3-[[ethyl(methyl)sulfamoyl]amino]-6-fluoro-phenoxy]quinoxaline